ClC1=CN(C2=CC=C(C=C12)CN1CCC(CC1)O)C1=NOC(=N1)C1=CC(=C(C=C1)OC(C)C)Cl 1-((3-chloro-1-(5-(3-Chloro-4-isopropoxyphenyl)-1,2,4-oxadiazol-3-yl)-1H-indol-5-yl)methyl)piperidin-4-ol